6-(5-methyl-1H-pyrazol-4-yl)-2-{[2-(trifluoromethyl)pyrrolidin-1-yl]methyl}thieno[3,2-d]pyrimidin-4(3H)-one CC1=C(C=NN1)C1=CC=2N=C(NC(C2S1)=O)CN1C(CCC1)C(F)(F)F